C(=C)C1=NC=CC(=C1)CN1C[C@@H](CCC1)NC(OC(C)(C)C)=O tert-butyl (R)-(1-((2-vinylpyridin-4-yl)methyl)piperidin-3-yl)carbamate